(R)-6-phenyl-3-(3-(5-(trifluoromethyl)pyridin-2-yloxy)pyrrolidin-1-yl)pyridineamide C1(=CC=CC=C1)C1=CC=C(C(=N1)C(=O)N)N1C[C@@H](CC1)OC1=NC=C(C=C1)C(F)(F)F